8-cyclooctyl-tetracyclo[4.4.0.12,5.17,10]-3-dodecene C1(CCCCCCC1)C1C2C3C4C=CC(C3C(C1)C2)C4